C(C)[C@@H]1N(CC12CCCC2)CC2=C(C=C(C(=O)NO)C=C2)F (S)-4-((1-ethyl-2-azaspiro[3.4]octan-2-yl)methyl)-3-fluoro-N-hydroxybenzamide